C(/C=[N+](/O)\\[O-])C(=O)[O-] The molecule is a monocarboxylic acid anion resulting from the deprotonation of the carboxy group of 3-aci-nitropropanoic acid. It is a conjugate base of a 3-aci-nitropropanoic acid. It is a tautomer of a 3-nitropropanoate.